(2-(1-cyclopropyl-1H-pyrazol-4-yl)tetrahydro-2H-pyran-4-yl)-8-(2-fluoro-4-(trifluoromethyl)phenyl)-2,3-dimethylpyrido[3,4-d]pyrimidin-4(3H)-one C1(CC1)N1N=CC(=C1)C1OCCC(C1)C1=CN=C(C=2N=C(N(C(C21)=O)C)C)C2=C(C=C(C=C2)C(F)(F)F)F